C(C)OC(=O)C1CCC(=NO1)C1=C(C=C(C(=C1)N1C(N(C(N(C1=O)C)=S)C)=O)F)Cl 3-(2-chloro-5-(3,5-dimethyl-2,6-dioxo-4-thioxo-1,3,5-triazin-1-yl)-4-fluorophenyl)-5,6-dihydro-4H-1,2-oxazine-6-carboxylic acid ethyl ester